4-(2-methyl-1,3-dioxolan-2-yl)bromobenzene CC1(OCCO1)C1=CC=C(C=C1)Br